(3R,4S)-3-cyclopropyl-1-[6-(2-fluoropyridin-4-yl)pyrrolo[1,2-b]pyridazin-4-yl]-4-methyl-2-oxopyrrolidine-3-carbonitrile C1(CC1)[C@]1(C(N(C[C@H]1C)C=1C=2N(N=CC1)C=C(C2)C2=CC(=NC=C2)F)=O)C#N